methoxy-5,6-dihydro-[3,3'-bipyridine]-1(2H)-carboxylic acid tert-butyl ester C(C)(C)(C)OC(=O)N1C(C(=CCC1)C=1C=NC=CC1)OC